(1R,3S)-3-(3-{[(2-cyclopropyl-1,3-oxazol-4-yl)-acetyl]amino}-1H-pyrazol-5-yl)cyclopentyl tert-butyl-carbamate C(C)(C)(C)NC(O[C@H]1C[C@H](CC1)C1=CC(=NN1)NC(CC=1N=C(OC1)C1CC1)=O)=O